ClC=1C(=C(C=C(C1)Cl)NC(=O)NC1=CC(=CC(=C1)OC)F)CO 1-(3,5-dichloro-2-hydroxymethylphenyl)-3-(3-fluoro-5-methoxyphenyl)urea